hydrogen peroxide, monohydrate O.OO